N[C@@H]([C@H](O)C)C(=O)O |r| rac-threonine